4-{2-[(5-Fluoropyridin-2-yl)amino]-2-oxoethyl}-6-[(2S)-1-methoxyprop-2-yl]-5,8-dioxo-5,6,7,8-tetrahydro-4H-pyrazolo[1,5-a]pyrrolo[3,4-d]pyrimidine-2-carboxylic acid ethyl ester C(C)OC(=O)C1=NN2C(N(C3=C(C2=O)CN(C3=O)[C@H](COC)C)CC(=O)NC3=NC=C(C=C3)F)=C1